tert-butyl (R)-4-(3,6-dichloropyridazin-4-yl)-3-methylpiperazine-1-carboxylate ClC=1N=NC(=CC1N1[C@@H](CN(CC1)C(=O)OC(C)(C)C)C)Cl